2,3,4-tribenzyloxy-6,8-dioxabicyclo[3.2.1]Octane-1-carboxylic acid C(C1=CC=CC=C1)OC1C2(COC(C(C1OCC1=CC=CC=C1)OCC1=CC=CC=C1)O2)C(=O)O